C1N(C(CC2=CC=CC=C12)C(=O)OC)C(=O)OC(C)(C)C 2-tert-butyl 3-methyl 3,4-dihydroisoquinoline-2,3(1H)-dicarboxylate